dispiro[2.0.2.13]heptane-7-carboxylic acid C1CC12C1(CC1)C2C(=O)O